FC(N1N=C(C=C1)[C@H]1[C@@H](C1)B1OC(C(O1)(C)C)(C)C)F 1-(difluoromethyl)-3-((1R,2R)-2-(4,4,5,5-tetramethyl-1,3,2-dioxaborolan-2-yl)cyclopropyl)-1H-pyrazole